1-[(6-{3-azabicyclo[3.1.0]hexan-3-yl}-2-methylpyridin-3-yl)methyl]-3-(cyanomethyl)-N-[(4R)-1-methyl-1H,4H,5H,6H-cyclopenta[d]imidazol-4-yl]-1H-pyrazole-4-carboxamide C12CN(CC2C1)C1=CC=C(C(=N1)C)CN1N=C(C(=C1)C(=O)N[C@@H]1CCC=2N(C=NC21)C)CC#N